FC1=C(C(=C(C(=C1F)F)F)F)OS(=O)(=O)C=1C=C2C=CC(N(C2=CC1)C1=C(C=C(C=C1)Br)OC)=O (P)-1-(4-bromo-2-methoxyphenyl)-2-oxo-1,2-dihydroquinoline-6-sulfonic acid perfluorophenyl ester